copper octanoate dioctanoate C(CCCCCCC)(=O)[O-].C(CCCCCCC)(=O)[O-].C(CCCCCCC)(=O)[O-].[Cu+3]